4-(2-amino-5-methyl-phenyl)-3-[(tert-butoxycarbonyl)amino]Butyric acid methyl ester COC(CC(CC1=C(C=CC(=C1)C)N)NC(=O)OC(C)(C)C)=O